CNC1=C(C=NN1)C(=O)N 5-(methylamino)-1H-pyrazole-4-carboxamide